NC1=C(C(=NN1[C@H](C(F)(F)F)C)C1=CC=C(C=C1)C(OC)OC)C#N 5-amino-3-[4-(dimethoxymethyl)phenyl]-1-[(1S)-2,2,2-tri-fluoro-1-methyl-ethyl]pyrazole-4-carbonitrile